C(C)(C)(C)OC(=O)N1C[C@H](CC1)[C@@H](C(=O)OC(C)(C)C)CC=1C=NC=C(C1)C=O (3R)-3-[(2S)-1-(tert-butoxy)-3-(5-formylpyridin-3-yl)-1-oxopropan-2-yl]pyrrolidine-1-carboxylic acid tert-butyl ester